1-(diazidomethyl)-3,4-dinitro-1H-pyrazol-5-amine N(=[N+]=[N-])C(N1N=C(C(=C1N)[N+](=O)[O-])[N+](=O)[O-])N=[N+]=[N-]